tert-Butyl (1-(4-((4-(1-ethyl-3-(pyridin-3-yl)-1H-pyrazol-4-yl)pyrimidin-2-yl)amino)phenyl)piperidin-4-yl)carbamate C(C)N1N=C(C(=C1)C1=NC(=NC=C1)NC1=CC=C(C=C1)N1CCC(CC1)NC(OC(C)(C)C)=O)C=1C=NC=CC1